N1C(NC(C=2N3C(=NC12)NC=C3)=O)=O 1H-Imidazo[2,1-f]purine-2,4(3H,8H)-dione